CC=1C=C(C=CC1)C=1C=C2C=CC=NC2=C2C1C=CC=C2 6-(3-methylphenyl)benzo[h]Quinoline